BrC1=CC(=C(C#N)C=C1F)OC(C)C 4-bromo-5-fluoro-2-isopropoxybenzonitrile